[Zn].N1=C(C=CC2=CC=CC=C12)C1=C2C(C(=C(OC2=CC=C1)C1=CC=CC=C1)O)=O quinolinyl-flavonol zinc